1-(5-methylthiophen-2-yl)-4-(2-(phenylsulfonyl)acetyl)piperazin-2-one CC1=CC=C(S1)N1C(CN(CC1)C(CS(=O)(=O)C1=CC=CC=C1)=O)=O